(R)-3-(ethylamino)-1-(3-((S)-3-(methylamino)-1-(thiophen-2-yl)propoxy)phenyl)azepan-2-one C(C)N[C@H]1C(N(CCCC1)C1=CC(=CC=C1)O[C@@H](CCNC)C=1SC=CC1)=O